C(C)OC(=O)C=1C(=NN(C1)CC1=CC=C(C=C1)CN1C(C=CC=C1)=O)CBr.O=C1C(=CN(C2=CC=C(C=C12)OC)CC(=O)O)CC1=C(C(=CC=C1)Cl)Cl 4-oxo-6-methoxy-3-(2,3-dichlorophenyl)methyl-1(4H)quinolineacetic acid ethyl-3-(bromomethyl)-1-(4-((2-oxopyridin-1(2H)yl)methyl)benzyl)-1H-pyrazole-4-carboxylate